[4-fluoro-3-(trifluoromethyl)-phenyl]boronic acid FC1=C(C=C(C=C1)B(O)O)C(F)(F)F